(2-methylbutan-3-yn-2-yl)carbamic acid tert-butyl ester C(C)(C)(C)OC(NC(C)(C#C)C)=O